OC1=NC=CC=C1N[C@H](C)C=1C=C(C=C2C(C(=C(OC12)C=1C=NC=CC1)C)=O)C 8-[(1R)-1-[(2-Hydroxy-3-pyridyl)amino]ethyl]-3,6-dimethyl-2-(3-pyridyl)chromen-4-one